2-bromo-N'-(phenyl)benzoyl-hydrazine aluminum tri(ethylacetoacetate) C(C)CC(CC(=O)[O-])=O.C(C)CC(CC(=O)[O-])=O.C(C)CC(CC(=O)[O-])=O.[Al+3].BrC1=C(C(=O)NNC2=CC=CC=C2)C=CC=C1